C1(=CC(=CC=C1)C1=CC=CC=2C3=C(SC21)C(=CC=C3)C=3C=C(C=C(C3)C3=CC=CC=C3)C3=NC(=NC(=N3)C3=CC=CC=C3)C3=CC=CC=C3)C3=CC=CC=C3 2-{5-(6-(1,1'-biphenyl-3-yl)dibenzothiophene-4-yl)-1,1'-biphenyl-3-yl}-4,6-diphenyl-1,3,5-triazine